C1(CC1)CN(C1=CC=C(C=N1)C(=O)O)C1=CC(=CC(=C1)C(F)(F)F)C 6-[(cyclopropylmethyl)[3-methyl-5-(trifluoromethyl)phenyl]amino]pyridine-3-carboxylic Acid